2-ethoxy-2,4,6,8-tetramethyl-cyclotetrasiloxane silicon [Si].C(C)O[Si]1(O[SiH](O[SiH](O[SiH](O1)C)C)C)C